4-(2-Chlorophenoxy)benzoic acid ClC1=C(OC2=CC=C(C(=O)O)C=C2)C=CC=C1